C12(CC3CC(CC(C1)C3)C2)N2C(C(N(C(C2([2H])[2H])([2H])[2H])CCNC2=C3C(N(C(=NC3=CC=C2)C)C2C(NC(CC2)=O)=O)=O)([2H])[2H])([2H])[2H] 3-(5-((2-(4-((1s,3s)-adamantan-1-yl)piperazin-1-yl-2,2,3,3,5,5,6,6-d8)ethyl)amino)-2-methyl-4-oxoquinazolin-3(4H)-yl)piperidine-2,6-dione